COC1=CC=C2C(CC(OC2=C1)(C)C)=O 7-methoxy-2,2-dimethylchroman-4-one